NCC1=CC(=CS1)C(=N)NC(OC(C)(C)C)=O tert-butyl N-[5-(aminomethyl)thiophene-3-carboximidoyl]carbamate